Pentaerythritol 3-(4-hydroxy-3,5-di-tert-butylphenyl)propionate OC1=C(C=C(C=C1C(C)(C)C)C(C(=O)O)C)C(C)(C)C.C([C@H](O)[C@H](O)CO)O.C([C@H](O)[C@H](O)CO)O.C([C@H](O)[C@H](O)CO)O.C([C@H](O)[C@H](O)CO)O.C([C@H](O)[C@H](O)CO)O